4-chloro-2-ethoxycarbonyl-benzoic acid ClC1=CC(=C(C(=O)O)C=C1)C(=O)OCC